C(C)(C)(C)OC(=O)N1CC(C1)C12CC(C1)(C2)O 3-(3-hydroxy-1-bicyclo[1.1.1]pentanyl)azetidine-1-carboxylic acid tert-butyl ester